N-((5-chloro-6-((3-methylisoxazol-5-yl)methoxy)-1H-indol-2-yl)methyl)-2-hydroxy-2-methylpropanamide ClC=1C=C2C=C(NC2=CC1OCC1=CC(=NO1)C)CNC(C(C)(C)O)=O